1-(4-(7-(2-amino-7-fluorobenzo[d]thiazol-4-yl)-8-fluoro-2-(((S)-1-methylpyrrolidin-2-yl)methoxy)-6-(trifluoromethyl)quinazolin-4-yl)piperazin-1-yl)prop-2-en-1-one NC=1SC2=C(N1)C(=CC=C2F)C2=C(C=C1C(=NC(=NC1=C2F)OC[C@H]2N(CCC2)C)N2CCN(CC2)C(C=C)=O)C(F)(F)F